1-methyl-7-(1-methyl-1H-pyrazol-4-yl)-5-(4-(trifluoromethoxy)phenyl)-1,5-dihydro-4H-imidazo[4,5-c]pyridin-4-one mono-tosylate S(=O)(=O)(O)C1=CC=C(C)C=C1.CN1C=NC=2C(N(C=C(C21)C=2C=NN(C2)C)C2=CC=C(C=C2)OC(F)(F)F)=O